methyl cis-2-((3',5'-difluorobiphenyl-3-yl)methyl)-3-((methylsulfonyl)amino)piperidine-1-carboxylate FC=1C=C(C=C(C1)F)C1=CC(=CC=C1)C[C@@H]1N(CCC[C@@H]1NS(=O)(=O)C)C(=O)OC